CN1CCC(CC1)C1=CC2=C(N=CNC2=O)S1 6-(1-methylpiperidin-4-yl)thieno[2,3-d]pyrimidin-4(3H)-one